O=C(C(C)NC([O-])=O)NNC(CC)=O 1-oxo-1-(2-propionylhydrazinyl)propan-2-ylcarbamate